P(=O)(OC[C@H]1O[C@H]([C@@H]([C@@H]1O)O)[N+]1=CC(=CC=C1)C(=O)OCCN1C(N(C=2N=CN(C2C1=O)CCC)C)=O)(O)[O-] ((2R,3S,4R,5R)-3,4-dihydroxy-5-(3-((2-(3-methyl-2,6-dioxo-7-propyl-2,3,6,7-tetrahydro-1H-purin-1-yl)ethoxy)carbonyl)pyridin-1-ium-1-yl)tetrahydrofuran-2-yl)methyl hydrogen phosphate